BrC1=NC=CC(=C1)C=1C(=NNC1)C1=NC(=CC=C1)C 2-Bromo-4-[3-(6-methylpyridin-2-yl)-1H-pyrazol-4-yl]pyridine